BrCC=1C(=NC(=CN1)CC1(CC1)C#N)C#N (bromomethyl)-6-((1-cyanocyclopropyl)methyl)pyrazine-2-carbonitrile